methyl 3-[[2-fluoro-4-[5-(trifluoromethyl)-1,2,4-oxadiazol-3-yl]phenyl]methylsulfamoyl]propanoate FC1=C(C=CC(=C1)C1=NOC(=N1)C(F)(F)F)CNS(=O)(=O)CCC(=O)OC